CC(C(=O)O)CCCCCCC=CCC=CCCCCC methyl-9,12-octadecadienoic acid